4-amino-2,2,6,6-tetramethyl-piperidine NC1CC(NC(C1)(C)C)(C)C